FC1=C(C=CC=C1)C#CCC 4-(2-fluorophenyl)-3-butyne